1-hexyl-2,4-dimethoxybenzene C(CCCCC)C1=C(C=C(C=C1)OC)OC